C[C@]12CC(C[C@](CC1)(N2)C)N(C2=CC=C(N=N2)C2=C(C=C(C=C2)C2=CN=NC(=C2)OC)O)C 2-(6-(((1R,3S,5S)-1,5-dimethyl-8-azabicyclo[3.2.1]octan-3-yl)(methyl)amino)pyridazin-3-yl)-5-(6-methoxypyridazin-4-yl)phenol